FC([C@](C)(F)C=1C=C(C=CC1)NC(=O)N1C2=C(OC3(C1)CN(C3)C(=O)OC(C)(C)C)C=CC=N2)(C2=NN=CN2C)F tert-butyl (R)-4'-((3-(1,1,2-trifluoro-1-(4-methyl-4H-1,2,4-triazol-3-yl)propan-2-yl)phenyl)carbamoyl)-3',4'-dihydrospiro[azetidine-3,2'-pyrido[3,2-b][1,4]oxazine]-1-carboxylate